2-benzyl-N-t-butoxycarbonyl-pyroglutamic acid lead-antimony-tin-selenium [Se].[Sn].[Sb].[Pb].C(C1=CC=CC=C1)[C@@]1(N(C(CC1)=O)C(=O)OC(C)(C)C)C(=O)O